C(C=C)OCC=1C(=NC=CC1)Br 3-((allyloxy)methyl)-2-bromopyridine